N-(4'-Fluoro-2'-(4-methyl-4H-1,2,4-triazol-3-yl)-[1,1'-biphenyl]-3-yl)-5-((isopentylamino)methyl)-2-oxo-1-(2,2,2-trifluoroethyl)-1,2-dihydropyridine-3-carboxamide FC1=CC(=C(C=C1)C1=CC(=CC=C1)NC(=O)C=1C(N(C=C(C1)CNCCC(C)C)CC(F)(F)F)=O)C1=NN=CN1C